CN(N)CC1=CC=C(C=C1)F 1-methyl-1-p-fluorobenzylhydrazine